ClC1=C(C=CC=C1NC=1N=CC=C2C=C(C=NC12)CN1CCC1)C1=C(C(=CC=C1)NC(=O)C=1N(C2=C(CN(CC2)C)N1)C)C 1-((8-(2-Chloro-3'-(1,5-dimethyl-4,5,6,7-tetrahydro-1H-imidazo[4,5-c]pyridin-2-carboxamido)-2'-methylbiphenyl-3-ylamino)-1,7-naphthyridin-3-yl)methyl)azetidin